C(C1=CC=CC=C1)OC1=CC=C2CCCC3(CCC=4C(NC(=NC4C3)S)=O)C2=C1 7-(Benzyloxy)-2'-mercapto-3,4,5',8'-tetrahydro-2H,3'H-spiro[naphthalene-1,7'-quinazolin]-4'(6'H)-one